C12CN(CCC(CC1)N2)C(=O)C=2C1=C(N(N2)C2=CC=C(C=C2)OC)CCOC1 Racemic-3,9-diazabicyclo[4.2.1]nonan-3-yl-[1-(4-methoxyphenyl)-1,4,6,7-tetrahydropyrano[4,3-c]pyrazol-3-yl]methanone